C(C)C=1C=CC=2N(C1)N=CC2C=O (6-ethylpyrazolo[1,5-a]pyridin-3-yl)methanone